OC[C@@H]1CC[C@H](CO1)NC1=C2C(=NC=C1)NC=C2C(=O)C2=CC=C(C=C2)OC2=CC=CC=C2 (4-(((3R,6S)-6-(hydroxymethyl)tetrahydro-2H-pyran-3-yl)amino)-1H-pyrrolo[2,3-b]pyridin-3-yl)(4-phenoxyphenyl)methanone